6-((1S,5S)-3-azabicyclo[3.1.0]hexan-1-yl)-N-(3-chloro-2-fluorophenyl)pyrido[3,2-d]pyrimidin-4-amine [C@]12(CNC[C@H]2C1)C=1C=CC=2N=CN=C(C2N1)NC1=C(C(=CC=C1)Cl)F